4-fluoropyridineethylamine hydrochloride Cl.FC1=CC(=NC=C1)CCN